FC=1C(=NC(=NC1)NC=1C=NN(C1)C)N1C(=C(C2=CC(=CC=C12)NC(C=C)=O)C)C N-[1-[5-fluoro-2-[(1-methylpyrazol-4-yl)amino]pyrimidin-4-yl]-2,3-dimethyl-indol-5-yl]prop-2-enamide